(R)-(4-((5-(1-(2,2-Difluoroethyl)-1H-benzo[d][1,2,3]triazol-6-yl)-4-methoxypyrrolo[2,1-f][1,2,4]triazin-2-yl)amino)-3,3-difluoropiperidin-1-yl)(pyrrolidin-1-yl)methanone FC(CN1N=NC2=C1C=C(C=C2)C=2C=CN1N=C(N=C(C12)OC)N[C@H]1C(CN(CC1)C(=O)N1CCCC1)(F)F)F